1-((1-phenylvinyl)oxy)pyridin-1-ium C1(=CC=CC=C1)C(=C)O[N+]1=CC=CC=C1